(+/-)-tert-butyl (3-amino-2-methylpropyl)carbamate NC[C@H](CNC(OC(C)(C)C)=O)C |r|